C1(=CC=CC=C1)C=1C(=CC=2C(C3=CC=CC=C3C2C1)(C1=CC=CC=C1)C1=CC=CC=C1)N 3,9,9-triphenyl-9H-fluoren-2-amine